((4-(5-fluoro-4-hydroxypyrimidin-2-yl)cyclohex-3-en-1-yl)methyl)-1-(2-methoxyethyl)-1H-thiophene FC=1C(=NC(=NC1)C1=CCC(CC1)CS1(C=CC=C1)CCOC)O